5-(Benzyloxy)-4-(5-formylisoindoline-2-carbonyl)-1,3-phenylene bis(4-methylbenzenesulfonate) CC1=CC=C(C=C1)S(=O)(=O)OC1=CC(=C(C(=C1)OCC1=CC=CC=C1)C(=O)N1CC2=CC=C(C=C2C1)C=O)OS(=O)(=O)C1=CC=C(C=C1)C